C(C)(=O)OC[C@@H]1C[C@@H](OC(O1)(C)C)CC(=O)OC(C)(C)C tert-Butyl (4R-cis)-6-[(acetyloxy)methyl]-2,2-dimethyl-1,3-dioxane-4-acetate